CN1N=NN=C1\C(\C1=CC=CC=C1)=N/OC(C1=CC=CC(=N1)NC([O-])=O)([2H])[2H] (Z)-(6-(((((1-methyl-1H-tetrazol-5-yl)(phenyl)methylene)amino)oxy)methyl-d2)pyridin-2-yl)carbamate